6-[2-(2,2,2-trifluoroethyl)-5-(trifluoromethyl)thieno[2,3-b]pyridin-4-yl]-2,6-diazaspiro[3.3]heptan-2-yl-methanone FC(CC1=CC=2C(=NC=C(C2N2CC3(CN(C3)C=O)C2)C(F)(F)F)S1)(F)F